(5-(4-(4-cyanophenyl)-4-fluoropiperidine-1-carbonyl)-2,4-dimethylphenyl)-6-(4-methylpiperazin-1-yl)nicotinamide isopropyl-valoylphenylphosphinate C(C)(C)N[C@@H](C(C)C)C(=O)P(O)(=O)C1=CC=CC=C1.C(#N)C1=CC=C(C=C1)C1(CCN(CC1)C(=O)C=1C(=CC(=C(C1)C1=C(C(=O)N)C=CC(=N1)N1CCN(CC1)C)C)C)F